5-tertiary butyl-3-(2,4-dichloro-5-isopropoxyphenyl)-3,4-diazoline C(C)(C)(C)C1NN(C=C1)C1=C(C=C(C(=C1)OC(C)C)Cl)Cl